N-(3-fluoro-4-((2-morpholino-pyrimidin-5-yl)oxy)phenyl)-3-methoxybicyclo[1.1.1]pentane-1-carboxamide FC=1C=C(C=CC1OC=1C=NC(=NC1)N1CCOCC1)NC(=O)C12CC(C1)(C2)OC